C(C)OC(C[C@@H]1C[C@H](CCC1)O)=O |r| (±)-trans-2-(3-hydroxycyclohexyl)acetic acid ethyl ester